3-chloro-2-(1-isopropyl-4-methyl-1H-pyrazol-5-yl)-4-(4-(1-methyl-4-(trifluoromethyl)-1H-imidazol-2-yl)benzyl)-4,5,6,7-tetrahydropyrazolo[1,5-a]pyrimidine ClC=1C(=NN2C1N(CCC2)CC2=CC=C(C=C2)C=2N(C=C(N2)C(F)(F)F)C)C2=C(C=NN2C(C)C)C